bisfluorosulfonic acid FOS(=O)(=O)F